COC(=O)C=1C=CC2=C(N(C(=N2)CN2CCC(=CC2)C2=NC(=CC=C2)OCC=2OC3=C(N2)C=CC=C3)C[C@H]3OCC3)C1 (S)-2-((6-(benzo[d]oxazol-2-ylmethoxy)-3',6'-dihydro-[2,4'-bipyridin]-1'(2'H)-yl)methyl)-1-(oxetan-2-ylmethyl)-1H-benzo[d]imidazole-6-carboxylic acid methyl ester